C(C)(C)(C)OC(=O)N1C[C@H]2N(C3=C(OCC2)C=C(C(=C3)Cl)NCCC(=O)O)CC1 (S)-3-((3-(tert-butyloxycarbonyl)-10-chloro-2,3,4,4a,5,6-hexahydro-1H-benzo[b]pyrazino[1,2-d][1,4]oxazepin-9-yl)amino)propanoic acid